C(OC1=C(CNC(=O)C2(COC3=C(C(N2CCOC)=O)OC2=C3C=CC=C2)C)C=CC=C1)([2H])([2H])[2H] N-(2-(methoxy-d3)benzyl)-4-(2-methoxyethyl)-3-methyl-5-oxo-2,3,4,5-tetrahydrobenzofuro[2,3-f][1,4]oxazepine-3-carboxamide